COC(C1=C(C=C(C(=C1)F)C1=CC=CC=2CN(COC21)C(C2=C(C=C(C=C2Cl)N2[C@H]1CN([C@@H](C2)CC1)C)Cl)=O)N1C2COCC1CC2)=O 4-[3-[2,6-Dichloro-4-[(1R,4R)-5-methyl-2,5-diazabicyclo[2.2.2]oct-2-yl]benzoyl]-2,4-dihydro-1,3-benzoxazin-8-yl]-5-fluoro-2-(3-oxa-8-azabicyclo[3.2.1]oct-8-yl)benzoic acid methyl ester